3-(4-(aminomethyl)-2-chlorophenyl)piperidine-2,6-dione hydrochloride Cl.NCC1=CC(=C(C=C1)C1C(NC(CC1)=O)=O)Cl